S1C(=CC=C1)C1=NC2=CC=CC=C2C=N1 2-(thiophene-2-yl)-quinazoline